dibenzo[b,d]Furan-3-amine C1=CC(=CC=2OC3=C(C21)C=CC=C3)N